N-ethyl-3-(3-(N-(3-(trifluoromethyl)phenyl)sulfamoyl)benzamido)benzamide C(C)NC(C1=CC(=CC=C1)NC(C1=CC(=CC=C1)S(NC1=CC(=CC=C1)C(F)(F)F)(=O)=O)=O)=O